[N+]1(=C2C(=CC=C1)COC2)[O-].[N+]2(=C1C(=CC=C2)COC1)[O-] 5,7-dihydrofuro[3,4-b]pyridine 1-oxide 5H,7H-furo[3,4-b]pyridin-1-ium-1-olate